O1C(=CC=C1)C1=CC(=NO1)C(=O)NCCN1N=CC=C1OC 5-(furan-2-yl)-N-(2-(5-methoxy-1H-pyrazol-1-yl)ethyl)isoxazole-3-carboxamide